2-chloro-5-cyano-N-(pyridazin-4-yl)benzamide sodium [3-(4-cyanopyrazol-1-yl)-7-oxo-1,6-diazabicyclo[3.2.1]oct-3-en-6-yl]sulfate C(#N)C=1C=NN(C1)C=1CN2C(N(C(C1)C2)OS(=O)(=O)[O-])=O.[Na+].ClC2=C(C(=O)NC1=CN=NC=C1)C=C(C=C2)C#N